9,10-Bis(phenylethynyl)anthracen C1(=CC=CC=C1)C#CC=1C2=CC=CC=C2C(=C2C=CC=CC12)C#CC1=CC=CC=C1